N-ethyl-N-methylmethanesulfonimidamide C(C)N(S(=O)(=N)C)C